FC(C(C(=C(F)F)F)(O)C(F)(F)F)(F)F 1,1,1,3,4,4-hexafluoro-2-(trifluoromethyl)-3-buten-2-ol